C(C)(C)(C)C=1C=C(C=CC1)[C@H](C)NC(=O)C1=CC=C2C(=C(N(C2=C1)CC1CC1)C)CC=1C=C(OC(C(=O)O)(C)C)C=CC1 (S)-2-(3-((6-((1-(3-(tert-butyl)phenyl)ethyl)carbamoyl)-1-(cyclopropylmethyl)-2-methyl-1H-indol-3-yl)methyl)phenoxy)-2-methylpropanoic acid